(±)-trans-1-benzyl-4-phenyl-N-[3-(pyrid-3-yl)phenyl]Pyrrolidine-3-carboxamide C(C1=CC=CC=C1)N1C[C@H]([C@@H](C1)C1=CC=CC=C1)C(=O)NC1=CC(=CC=C1)C=1C=NC=CC1 |r|